C1(CC1)C(=O)NC1=C(C=C(C=N1)C#CC=1C=C(C(=O)NC2=CC(=C(C=C2)CN2CCN(CC2)C)C(F)(F)F)C=CC1C)OC(F)(F)F 3-((6-(cyclopropanecarboxamido)-5-(trifluoromethoxy)pyridin-3-yl)ethynyl)-4-methyl-N-(4-((4-methylpiperazine-1-yl)methyl)-3-(trifluoromethyl)phenyl)benzamide